N-(2,6-dioxopiperidin-3-yl)-4-(1-(4-(2-(4-((1R,2S)-6-hydroxy-2-phenyl-1,2,3,4-tetrahydronaphthalen-1-yl)phenoxy)ethyl)piperidine-1-carbonyl)piperidin-4-yl)benzamide O=C1NC(CCC1NC(C1=CC=C(C=C1)C1CCN(CC1)C(=O)N1CCC(CC1)CCOC1=CC=C(C=C1)[C@H]1[C@H](CCC2=CC(=CC=C12)O)C1=CC=CC=C1)=O)=O